BrC1=NN(C(=C1C(=O)N)C(F)F)C1CCOCC1 3-bromo-5-(difluoromethyl)-1-tetrahydropyran-4-yl-pyrazole-4-carboxamide